(6R)-6-methoxy-N'-(((R)-3-methyl-1,2,3,5,6,7-hexahydro-s-indacen-4-yl)carbamoyl)-6,7-dihydro-5H-pyrazolo[5,1-b][1,3]oxazine-3-sulfonimidamide CO[C@@H]1CN2C(OC1)=C(C=N2)S(=O)(N)=NC(NC2=C1[C@@H](CCC1=CC=1CCCC21)C)=O